((4R,5R)-5-(2,4-dichlorophenyl)-2,2-diethyl-1,3-dioxolan-4-yl)methyl sulfamate S(N)(OC[C@H]1OC(O[C@@H]1C1=C(C=C(C=C1)Cl)Cl)(CC)CC)(=O)=O